4-(((1-(1-((1s,4R,3R,4r,5r,6S,7S,8s)-cubane-1-carbonyl)piperidin-4-yl)-1H-pyrazol-4-yl)methyl)amino)-2-(2,6-dioxopiperidin-3-yl)isoindoline-1,3-dione C12(C3C4C5C3C1C5C24)C(=O)N2CCC(CC2)N2N=CC(=C2)CNC2=C4C(N(C(C4=CC=C2)=O)C2C(NC(CC2)=O)=O)=O